C(C)(C)N1C(C2=C(C=C(C=C2C1)C1=C(N=C(S1)NC(=O)N1[C@@H](CCC1)C(=O)N)C)C)=O (2S)-N1-(5-(2-isopropyl-7-methyl-1-oxoisoindol-5-yl)-4-methylthiazol-2-yl)-pyrrolidine-1,2-dicarboxamide